2-[1-[4-[(2,6-dioxo-3-piperidinyl)amino]-2,5-difluoro-phenyl]-4-hydroxy-4-piperidinyl]acetic acid tert-butyl ester C(C)(C)(C)OC(CC1(CCN(CC1)C1=C(C=C(C(=C1)F)NC1C(NC(CC1)=O)=O)F)O)=O